tert-butyl 3-(2-(3-((2-((S)-2-acetamido-4-(tert-butoxy)-4-oxobutanamido)-3-(2-oxobenzo[d]oxazol-3(2H)-yl)propanamido)methyl)-4-methylphenoxy)ethyl)piperidine-1-carboxylate C(C)(=O)N[C@H](C(=O)NC(C(=O)NCC=1C=C(OCCC2CN(CCC2)C(=O)OC(C)(C)C)C=CC1C)CN1C(OC2=C1C=CC=C2)=O)CC(=O)OC(C)(C)C